BrC=1C(N(C(=CC1OCC1=C(C=C(C=C1)F)F)C)C=1C=C(CNC(COC)=O)C=CC1)=O N-{3-[3-bromo-4-[(2,4-difluorobenzyl)oxy]-6-methyl-2-oxopyridin-1(2H)-yl]benzyl}-2-methoxyacetamide